5-((4-(dimethylamino)butanoyl)oxy)dodecanoic acid 5-decylpentadecyl ester C(CCCCCCCCC)C(CCCCOC(CCCC(CCCCCCC)OC(CCCN(C)C)=O)=O)CCCCCCCCCC